ClC=1C=C(CNCCCCOCCOC2=NC3=C(C4=CN=CC=C24)C=CC=C3)C=C(C1Cl)OC(F)(F)F 5-(2-(4-((3,4-dichloro-5-(trifluoro-methoxy)benzyl)amino)butoxy)ethoxy)benzo[c][2,6]naphthyridine